3-chloro-1-cyclopropyl-5-nitro-1H-pyrrolo[2,3-b]pyridine ClC1=CN(C2=NC=C(C=C21)[N+](=O)[O-])C2CC2